5-(5-bromo-3-fluoropyridin-2-yl)-3-methylisoxazole-4-carboxylic acid BrC=1C=C(C(=NC1)C1=C(C(=NO1)C)C(=O)O)F